bis(4-chlorophenyl)phenylsulfonium benzoate C(C1=CC=CC=C1)(=O)[O-].ClC1=CC=C(C=C1)[S+](C1=CC=CC=C1)C1=CC=C(C=C1)Cl